3-benzoylpyrimidine C(C1=CC=CC=C1)(=O)N1CN=CC=C1